[N+](=O)([O-])C1=C(C=NC=C1)N1C(=CC2=CC(=CC=C12)C(=O)OC)C(=O)OC dimethyl 1-(4-nitropyridin-3-yl)-1H-indole-2,5-dicarboxylate